ClC1=CC=C(C=C1)[C@@]1(N(C(C2=CC(=CC(=C12)F)C(CC)(O)C1(CCOCC1)F)=O)CC1=CC=C(C=N1)C#N)OCCO 6-{[(1R)-1-(4-chlorophenyl)-7-fluoro-5-[1-(4-fluorooxan-4-yl)-1-hydroxypropyl]-1-(2-hydroxyethoxy)-3-oxo-2,3-dihydro-1H-isoindol-2-yl]methyl}pyridine-3-carbonitrile